2-hydroxy-4-hydroxybenzophenone OC1=C(C(=O)C2=CC=CC=C2)C=CC(=C1)O